ClC=1C(=C(C=CC1Cl)O)C1CC12CCN(CC2)CCO 3,4-dichloro-2-(6-(2-hydroxyethyl)-6-azaspiro[2.5]octan-1-yl)phenol